C(#N)C=1C(=C(C=CC1)C(C(C)C)N(C(CN1C(C2=CC=CC=C2C1=O)=O)=O)C1CC1)F N-[1-(3-cyano-2-fluoro-phenyl)-2-methyl-propyl]-N-cyclopropyl-2-(1,3-dioxoisoindolin-2-yl)acetamide